4-(2-(((t-butyldimethylsilyl)oxy)methyl)allyl)morpholine [Si](C)(C)(C(C)(C)C)OCC(CN1CCOCC1)=C